5-{(rac)-1-[(2,4-dimethyl-1H-imidazol-5-yl)methyl]-5',6'-dihydrospiro[pyrrolidine-3,4'-pyrrolo[1,2-b]pyrazol]-2'-yl}-3-(trifluoromethyl)pyridin-2-amine CC=1NC(=C(N1)C)CN1C[C@]2(CCN3N=C(C=C32)C=3C=C(C(=NC3)N)C(F)(F)F)CC1 |r|